C(CC)C1CCC(CC1)C1CCC(CC1)C(=O)Cl (trans)-4-propyl-4'-chloroformyl-1,1-bicyclohexane